ClC=1C=C2C(=C(C(NC2=CC1)=O)C=1CC(N(N1)C(CCC(=O)O)=O)C=1C=C2C=NN(C2=CC1)C)C1=CC=CC=C1 4-[5-(6-chloro-2-oxo-4-phenyl-1H-quinolin-3-yl)-3-(1-methylindazol-5-yl)-3,4-dihydropyrazol-2-yl]-4-oxo-butanoic acid